ClC1=C2C(=NC=C1C(C)(C)O)C(=C(S2)C2=NC(=NC=C2F)N[C@@H]2C[C@H]1CO[C@@H]([C@H]2O)O1)C (1S,3R,4S,5R)-3-((4-(7-chloro-6-(2-hydroxypropan-2-yl)-3-methylthieno[3,2-b]pyridin-2-yl)-5-fluoropyrimidin-2-yl)amino)-6,8-dioxabicyclo[3.2.1]octan-4-ol